N1-((S)-4-methyl-1-oxo-1-(((S)-3-oxo-1-((S)-2-oxopyrrolidin-3-yl)-4-(2,3,5,6-tetrafluorophenoxy)butan-2-yl)amino)pentan-2-yl)-N2-(naphthalen-2-yl)oxalamide CC(C[C@@H](C(N[C@@H](C[C@H]1C(NCC1)=O)C(COC1=C(C(=CC(=C1F)F)F)F)=O)=O)NC(C(=O)NC1=CC2=CC=CC=C2C=C1)=O)C